6-(9-diphenylphosphino-1,10-phenanthroline-2-yl)-9-methoxybenzofuro[3,2-b]pyridine C1(=CC=CC=C1)P(C=1C=CC2=CC=C3C=CC(=NC3=C2N1)C1=CC=C(C2=C1OC=1C2=NC=CC1)OC)C1=CC=CC=C1